tert-Butyl-(±)-trans-4-Phenyl-N-[3-[4-(trifluoromethyl)phenoxy]phenyl]pyrrolidine-3-carboxamide C(C)(C)(C)N1C[C@H]([C@@H](C1)C1=CC=CC=C1)C(=O)NC1=CC(=CC=C1)OC1=CC=C(C=C1)C(F)(F)F |r|